CN1C(N(C=2N=CN(C2C1=O)C)C)=O 1,3,7-Trimethylpurine-2,6-dione